CHLOROTRIETHYLSILANE Cl[Si](CC)(CC)CC